O=C1N(CCC(N1)=O)C=1C=C2CCN(CC2=CC1)CC1CCC(CC1)N1C(C2=CC(=C(C=C2C1)NC(=O)C=1C=NN2C1N=CC=C2)OC(C)C)=O N-(2-((1r,4r)-4-((6-(2,4-dioxotetrahydropyrimidin-1(2H)-yl)-3,4-dihydroisoquinolin-2(1H)-yl)methyl)cyclohexyl)-6-isopropoxy-1-oxoisoindolin-5-yl)pyrazolo[1,5-a]pyrimidine-3-carboxamide